The molecule is an amino acid zwitterion arising from transfer of a proton from the carboxy to the amino group of topaquinone; major structure at pH 7.3. It is a tautomer of a topaquinone. C1=C(C(=CC(=O)C1=O)O)CC(C(=O)[O-])[NH3+]